CN(CCC(=O)NCC=1C=C2C(=C(NC2=CC1)C1=CC(=NC=C1)C)CC)C 3-(Dimethylamino)-N-{[3-ethyl-2-(2-methylpyridin-4-yl)-1H-indol-5-yl]methyl}propanamid